CC1(COC1)N1CC=2N=C(N=CC2C1=O)SC 6-(3-methyloxetan-3-yl)-2-(methylthio)-6,7-dihydro-5H-pyrrolo[3,4-d]pyrimidin-5-one